tert-butyl (4-(4-amino-2-fluorophenoxy)-3-((4-methylpiperazin-1-yl)methyl)pyridin-2-yl)carbamate NC1=CC(=C(OC2=C(C(=NC=C2)NC(OC(C)(C)C)=O)CN2CCN(CC2)C)C=C1)F